C(C)(=O)O[BH-](OC(C)=O)OC(C)=O.[Na+].CN(C(CC)=O)C N,N-dimethylpropanamide Sodium triacetoxyborohydride